C(C)(C)(C)C(=O)ON amino tert-butyl-carboxylate